CC1=C(C(=CC=C1)C)NC=1SC2=C(N1)C(=CC=C2)C2=C(C=C(C=C2C)C)C N-(2,6-dimethylphenyl)-4-mesityl-benzothiazol-2-amine